NC=1C=CC2=C(CN(C[C@H](O2)CC)CC2=CC(=CC=3C=CSC32)[C@H](CC(=O)O)C=3C(=C2C(=NC3)N(N=N2)C)C)N1 (3S)-3-(7-{[(2R)-7-Amino-2-ethyl-2,3-dihydropyrido[2,3-f][1,4]oxazepin-4(5H)-yl]methyl}-1-benzothiophen-5-yl)-3-(3,7-dimethyl-3H-[1,2,3]triazolo[4,5-b]pyridin-6-yl)propanoic acid